(3R,4S,8R,9S,10S)-9-(4-((2,3-difluorophenyl)ethynyl)phenyl)-10-((dimethylamino)methyl)-3,4-dihydroxy-N-(4-methoxyphenyl)-1,6-diazabicyclo[6.2.0]decane-6-carboxamide FC1=C(C=CC=C1F)C#CC1=CC=C(C=C1)[C@@H]1[C@@H]2CN(C[C@@H]([C@@H](CN2[C@@H]1CN(C)C)O)O)C(=O)NC1=CC=C(C=C1)OC